4-(3-nitro-2H-chromen-2-yl)phenol [N+](=O)([O-])C=1C(OC2=CC=CC=C2C1)C1=CC=C(C=C1)O